OCCC=1C(=C(C(=O)OC(=O)C=2C(=CC=CC2)C)C=CC1C(=O)OC(=O)C=1C(=CC=CC1)C)CCO bistoluoyl bis(2-hydroxyethyl)terephthalate